2-(1-phenylimidazo[1,5-a]pyridin-3-yl)quinoline C1(=CC=CC=C1)C=1N=C(N2C1C=CC=C2)C2=NC1=CC=CC=C1C=C2